3-(tert-butoxy)-N-(4-(2-((1-(2-hydroxyethyl)-1H-pyrazol-4-yl)amino)pyrimidin-4-yl)-2-methylbenzyl)azetidin-1-carboxamide C(C)(C)(C)OC1CN(C1)C(=O)NCC1=C(C=C(C=C1)C1=NC(=NC=C1)NC=1C=NN(C1)CCO)C